tert-butyl ((S)-5-((4-((1-(tert-butyl)-3-((1S,3R)-3-((tert-butyldimethylsilyl)oxy)cyclopentyl)-1H-pyrazol-5-yl)amino)pyridin-2-yl)oxy)-4,4-difluoropentan-2-yl)carbamate C(C)(C)(C)N1N=C(C=C1NC1=CC(=NC=C1)OCC(C[C@H](C)NC(OC(C)(C)C)=O)(F)F)[C@@H]1C[C@@H](CC1)O[Si](C)(C)C(C)(C)C